N-(cyanomethyl)-1-(2-((1-(piperidin-4-yl)-1H-pyrazol-4-yl)amino)pyrimidin-4-yl)1H-pyrazole-4-carboxamide C(#N)CNC(=O)C=1C=NN(C1)C1=NC(=NC=C1)NC=1C=NN(C1)C1CCNCC1